5,6,7,8-tetrahydrobenzo[f][1,3]Benzoxazole O1C=NC2=C1C=C1C(=C2)CCCC1